Cl.COC=1C=C2C(N(N=C(C2=CC1OC)CC=1C=C2CCN(C2=CC1)S(=O)(=O)N)C)=O 5-((6,7-dimethoxy-3-methyl-4-oxo-3,4-dihydro-phthalazin-1-yl)methyl)indoline-1-sulfonamide hydrochloride